4-[(1S,4R,5R)-5-[[3-(2-chloro-6-methylphenyl)-5-cyclopropyl-1,2-oxazol-4-yl]methoxy]-3-oxo-2-azabicyclo[2.2.1]heptan-2-yl]benzoic acid ClC1=C(C(=CC=C1)C)C1=NOC(=C1CO[C@H]1[C@@H]2C(N([C@H](C1)C2)C2=CC=C(C(=O)O)C=C2)=O)C2CC2